6-(2-methyl-2H-indazol-5-yl)-3-(((3aR,5s,6aS)-2-(((S)-tetrahydrofuran-3-yl)methyl)octahydro-cyclopenta[c]pyrrol-5-yl)amino)pyridazine-4-carbonitrile CN1N=C2C=CC(=CC2=C1)C1=CC(=C(N=N1)NC1C[C@@H]2[C@@H](CN(C2)C[C@H]2COCC2)C1)C#N